FC=1C=C(OC2=C(C=C(C=C2)N2C(N(C3=C2C=NC=C3)C=3C=C(C=CC3)NC(C=C)=O)=O)C)C=CC1 N-(3-(3-(4-(3-fluorophenoxy)-3-methylphenyl)-2-oxo-2,3-dihydro-1H-imidazo[4,5-c]pyridin-1-yl)phenyl)acrylamide